C(C)OC1=C(C=CC(=C1)CC)OC(CC)=O propionic acid 2-ethoxy-4-ethylphenyl ester